C[U](C)(C)C Tetramethyl-Uranium